ClCC1=CN=C(N1)C1=CC=CC=C1 5-(chloromethyl)-2-phenyl-1H-imidazole